C1CCN2C(C=CC=C12)=O 2,3-dihydroindolizin-5(1H)-one